[Ca+2].C(C)(C)C1C(C(CCC1)C(=O)[O-])C(=O)[O-] 3-isopropylcyclohexane-1,2-dicarboxylic acid, calcium salt